(-)-(S)-3-hydroxybutyrate O[C@H](CC(=O)[O-])C